The molecule is an icosatetraenoate that is the conjugate base of (5Z,11Z,14Z,17Z)-icosatetraenoic acid, obtained by deprotonation of the carboxy group; major species at pH 7.3. It is a conjugate base of a (5Z,11Z,14Z,17Z)-icosatetraenoic acid. CC/C=C\\C/C=C\\C/C=C\\CCCC/C=C\\CCCC(=O)[O-]